COC(C(C1=CC=C(C=C1)OC)=[N+]=[N-])=O 2-diazo-2-(4-methoxy-phenyl)-acetic acid methyl ester